CC1=CC(=C2C(=N1)NN=C2)C=2C(=NN(C2)C)C2=C(C=NC=C2)C 6-methyl-4-[1-methyl-3-(3-methyl-4-pyridinyl)pyrazol-4-yl]-1H-pyrazolo[3,4-b]pyridine